2-(2,5-dichlorothiophen-3-yl)-N-methoxyethane-1-amine ClC=1SC(=CC1CCNOC)Cl